N1=C(C=CC=C1)SS[C@@H]([C@H](C)O)C (2S,3R)-3-(pyridin-2-yldithio)butan-2-ol